CN1C2=C(C(CC(C1=O)C)C(C1=CC=CC=C1N1CCOCC1)=O)C=CC=C2 1,3-dimethyl-5-(4-morpholinebenzoyl)-1,3,4,5-tetrahydro-2H-benzo[b]azepin-2-one